BrC1=C2C=NN(C2=CC(=C1/C=C/C(CO)(F)F)Cl)C1OCCCC1 (E)-4-(4-bromo-6-chloro-1-(tetrahydro-2H-pyran-2-yl)-1H-indazol-5-yl)-2,2-difluorobut-3-en-1-ol